N-(4-difluoromethoxyphenyl)acetamide FC(OC1=CC=C(C=C1)NC(C)=O)F